N1=C(N=CC=C1)N1N=CN=C1[C@H](C)NC(C1=CC=CC=C1)=O N-{(1S)-1-[1-(pyrimidin-2-yl)-1H-1,2,4-triazol-5-yl]Ethyl}benzamide